Cl.CC1=CC(=NO1)C1([C@H]2CNC[C@@H]12)CNC(OCC1=CC=CC=C1)=O benzyl (((1R,5S,6r)-6-(5-methylisoxazol-3-yl)-3-azabicyclo[3.1.0]hexan-6-yl)methyl)carbamate hydrochloride